2-((3'-(4-Cyano-2-fluorobenzyloxy)-2-fluorobiphenyl-4-yl)methyl)-1-(2-methoxyethyl)-1H-benzo[d]imidazol C(#N)C1=CC(=C(COC=2C=C(C=CC2)C2=C(C=C(C=C2)CC2=NC3=C(N2CCOC)C=CC=C3)F)C=C1)F